NC1=C(C=NN1C(C)(C)C)C(=O)NCC#CC1=NN2C(C=C(C=C2Cl)C)=C1CC(F)(F)F 5-amino-1-tert-butyl-N-(3-(7-chloro-5-methyl-3-(2,2,2-trifluoroethyl)pyrazolo[1,5-a]pyridin-2-yl)prop-2-yn-1-yl)-1H-pyrazole-4-carboxamide